2,6-bis(1-methylethyl)-1,4-phenylenediamine CC(C)C1=C(C(=CC(=C1)N)C(C)C)N